C1(=CC=CC=C1)S(=O)(=O)N1CCC2(CC(OC2=O)CCN2CCN(CC2)C2=CC=C(C=C2)C)CC1 8-(phenylsulfonyl)-3-(2-(4-(p-tolyl)piperazin-1-yl)ethyl)-2-oxa-8-azaspiro[4.5]decan-1-one